ethyl-1-(6-acetamidopyridin-3-yl)-4-oxo-1,4-dihydroquinoline-3-carboxylate C(C)OC(=O)C1=CN(C2=CC=CC=C2C1=O)C=1C=NC(=CC1)NC(C)=O